N-((1S)-1-(3-Fluoro-4-(trifluoromethoxy)phenyl)-2-methoxyethyl)-7-methoxy-2-oxo-2,3-dihydropyrido[2,3-b]pyrazin-4(1H)-carboxamid FC=1C=C(C=CC1OC(F)(F)F)[C@@H](COC)NC(=O)N1C2=C(NC(C1)=O)C=C(C=N2)OC